COC(=O)C=1C=CC2=C(N(C(=N2)CN2CCC(CC2)C2=NC(=CC=C2)OCC2=C(C=C(C=C2)C(=O)C2CCN(CC2)C)F)C[C@H]2OCC2)C1 (S)-2-((4-(6-((2-fluoro-4-(1-Methylpiperidine-4-carbonyl)benzyl)oxy)pyridin-2-yl)piperidin-1-yl)methyl)-1-(oxetan-2-ylmethyl)-1H-Benzo[d]imidazole-6-carboxylic acid methyl ester